tert-butyl N-[3-[4-[3-(4-amino-3-methoxy-pyrazol-1-yl)propyl]piperazin-1-yl]propyl]carbamate NC=1C(=NN(C1)CCCN1CCN(CC1)CCCNC(OC(C)(C)C)=O)OC